2,3,6-Trihydroxybenzaldehyd OC1=C(C=O)C(=CC=C1O)O